NC=1C2=C(N=CN1)N(C=C2C2=CC=C(C=1N2C=CN1)NC(=O)NC1=CC(=C(C=C1)CN1CCN(CC1)C)C(F)(F)F)C(C)C 1-(5-(4-AMINO-7-ISOPROPYL-7H-PYRROLO[2,3-D]PYRIMIDIN-5-YL)IMIDAZO[1,2-A]PYRIDIN-8-YL)-3-(4-((4-METHYLPIPERAZIN-1-YL)METHYL)-3-(TRIFLUOROMETHYL)PHENYL)UREA